C(C)(C)NC(=O)C=1C=C(C2=C(C(CO2)C2=CC=CC=C2)C1)C(=O)NC N5-Isopropyl-N7-methyl-3-phenyl-2,3-dihydrobenzofuran-5,7-dicarboxamid